6'-methyl-3'-(phenylsulfonyl)-3',6'-dihydro-7'H-spiro[cyclopentane-1,8'-dipyrrolo[2,3-b:3',2'-d]pyridin]-7'-one CN1C(C2(C3=C4C(=NC=C31)N(C=C4)S(=O)(=O)C4=CC=CC=C4)CCCC2)=O